(2-Chlorophenyl)-6-(4-ethyl-3-(hydroxymethyl)-5-oxo-4,5-dihydro-1H-1,2,4-triazol-1-yl)-4-isopropylphthalazin-1(2H)-one ClC1=C(C=CC=C1)N1C(C2=CC=C(C=C2C(=N1)C(C)C)N1N=C(N(C1=O)CC)CO)=O